2,6-dimethoxymethyl-3,5-diethyl-4-pyrone COCC=1OC(=C(C(C1CC)=O)CC)COC